2-[4-(Benzyloxymethyl)cyclohexyl]-6-bromo-1,3-benzothiazole C(C1=CC=CC=C1)OCC1CCC(CC1)C=1SC2=C(N1)C=CC(=C2)Br